4-chloro-6-(4-chlorophenyl)pyridin-3-amine ClC1=C(C=NC(=C1)C1=CC=C(C=C1)Cl)N